((2-methoxy-3-(1-methyl-1H-1,2,4-triazol-3-yl)phenyl)amino)-N-(methyl-d3)-2-((1-methyl-1H-pyrazol-3-yl)amino)pyrimidine-5-carboxamide COC1=C(C=CC=C1C1=NN(C=N1)C)NC1=NC(=NC=C1C(=O)NC([2H])([2H])[2H])NC1=NN(C=C1)C